C(C1=CC=CC=C1)OC1=CC=C(C=C1)C=1OC2=CC(=CC(=C2C(C1O)=O)OC)OC 2-(4-benzyloxyphenyl)-3-hydroxy-5,7-dimethoxy-chromen-4-one